(1R,2S,5R)-2-isopropyl-5-methylcyclohexyl 4-benzamido-3-bromobenzoate C(C1=CC=CC=C1)(=O)NC1=C(C=C(C(=O)O[C@H]2[C@@H](CC[C@H](C2)C)C(C)C)C=C1)Br